1-((2-fluorophenyl)sulfonyl)-6-methoxy-1,2,3,4-tetrahydroquinoxaline FC1=C(C=CC=C1)S(=O)(=O)N1CCNC2=CC(=CC=C12)OC